4-amino-1-[(2R,3S,4R,5R)-5-(2-chloroethyl)-3-fluoro-4-hydroxy-5-(hydroxymethyl)oxolan-2-yl]-5-fluoropyrimidin-2-one NC1=NC(N(C=C1F)[C@@H]1O[C@@]([C@H]([C@@H]1F)O)(CO)CCCl)=O